[2-(4,4-difluoroazepan-1-yl)-7-fluoro-3-quinolyl]boronic Acid FC1(CCN(CCC1)C1=NC2=CC(=CC=C2C=C1B(O)O)F)F